C(#N)C1=CC(=NC=C1)N1C=C(C2=C1N=CN=C2N2C[C@H](N(C[C@@H]2C)C(=O)O)C)C(F)(F)F (2R,5S)-4-(7-(4-cyanopyridin-2-yl)-5-(trifluoromethyl)-7H-pyrrolo[2,3-d]pyrimidin-4-yl)-2,5-dimethylpiperazine-1-carboxylic acid